NC1=NC(=C(C=C1C=1C=C2CCNC(C2=C(C1)F)=O)C1=CC(=C(C=C1)N1CCOCC1)F)F 6-(2-amino-6-fluoro-5-(3-fluoro-4-morpholinophenyl)pyridin-3-yl)-8-fluoro-3,4-dihydroisoquinolin-1(2H)-one